C1(=CC(=CC=C1)[C@H](CC(=O)O)NC(=O)NC=1C(N(C=C(C1O)C)CC)=O)C1=CC=CC=C1 (S)-3-(biphenyl-3-yl)-3-(3-(1-ethyl-4-hydroxy-5-methyl-2-oxo-1,2-dihydropyridin-3-yl)ureido)propanoic acid